5-(3-chlorophenyl)-2-((3,5-dimethylphenyl)amino)nicotinonitrile ClC=1C=C(C=CC1)C=1C=NC(=C(C#N)C1)NC1=CC(=CC(=C1)C)C